ClC1=C(CC2=C(C(=CC3=C2NC(=NS3(=O)=O)NCC3=NC(=CC=C3)F)F)F)C=CC=C1 5-(2-chlorobenzyl)-6,7-difluoro-3-(((6-fluoropyridin-2-yl)methyl)amino)-4H-benzo[e][1,2,4]thiadiazine 1,1-dioxide